3-(2-butylthio)butyraldehyde CC(CC)SC(CC=O)C